OC[C@H]1N(CCC1)C(=O)OCC1=CC=CC=C1 benzyl (S)-2-(hydroxymethyl)pyrrolidine-1-carboxylate